[O].[Y].[Zr].[Hf] hafnium zirconium yttrium oxygen